BrC1=C(C=C(C(=C1)Br)OC)S(=O)(=O)N[C@@H](C(=O)NCC(C)(C)C)CCCC (R)-2-((2,4-dibromo-5-methoxyphenyl)sulfonamido)-N-neopentylhexanamide